3-(cyclopropylmethoxy)-N-(5-((2-morpholinopyrimidin-5-yl)oxy)thiazol-2-yl)cyclobutane-1-carboxamide C1(CC1)COC1CC(C1)C(=O)NC=1SC(=CN1)OC=1C=NC(=NC1)N1CCOCC1